N-Acetylmorpholin C(C)(=O)N1CCOCC1